C(CCC)NC1=CC=C(C=C1)NC(CN1CCCCC1)=O N-(4-(butylamino)phenyl)-2-(piperidin-1-yl)acetamide